ClC1=C(C=C(C=C1)N1C(CC[C@H]1C1=NC2=C(N1C1CCC(CC1)OC)C=CC(=C2)C=2C(=NOC2C)C)=O)F (S)-1-(4-chloro-3-fluorophenyl)-5-(5-(3,5-dimethylisoxazol-4-yl)-1-((1r,4S)-4-methoxycyclohexyl)-1H-benzo[d]imidazol-2-yl)pyrrolidin-2-one